OC1=C(C=C(C=C1)C(CC(C)(C)C)(C)C)N1N=C2C(=N1)C=CC=C2 2-(2'-hydroxy-5'-(1,1,3,3-tetra-methylbutyl)phenyl)benzotriazole